C(CCCCCCC)SSSSSCCCCCCCC Di-octyl pentasulfide